Heptadecan-9-yl (Z)-8-((2-hydroxyethyl)(6-(((non-6-en-1-yloxy)carbonyl)oxy)hexyl)amino)octanoate OCCN(CCCCCCCC(=O)OC(CCCCCCCC)CCCCCCCC)CCCCCCOC(=O)OCCCCC\C=C/CC